C1(=CC=CC=C1)NCCC[Si](OC)(OC)OC N-phenyl-γ-amino-propyltrimethoxysilane